OCCN1C=C(C2=CC=CC=C12)C(=O)O 1-(2-hydroxyethyl)-1H-indole-3-carboxylic acid